DISTEARYL-PENTAERYTHRITOL DIPHOSPHITE OP(O)OP(O)O.C(CCCCCCCCCCCCCCCCC)C(O)(C(CO)(CO)CO)CCCCCCCCCCCCCCCCCC